1-(3-(2,6-dioxopiperidin-3-yl)-4-oxo-3,4-dihydrobenzo[d][1,2,3]triazin-7-yl)piperidine-4-carboxylic acid O=C1NC(CCC1N1N=NC2=C(C1=O)C=CC(=C2)N2CCC(CC2)C(=O)O)=O